NCC=1C=C2CN(C(C2=CC1)=O)C1C(NC(C1)=O)=O 3-(5-(aminomethyl)-1-oxoisoindolin-2-yl)pyrrolidine-2,5-dione